(R)-(5-aminopyridin-2-yl)methyl (1-((4-chloro-5-fluoro-2-(2-methoxy-7-methylquinoxalin-5-yl)benzo[d]thiazol-6-yl)oxy)propan-2-yl) carbonate C(OCC1=NC=C(C=C1)N)(O[C@@H](COC1=CC2=C(N=C(S2)C2=C3N=CC(=NC3=CC(=C2)C)OC)C(=C1F)Cl)C)=O